C(#C)C=1C(=CC=C2C=C(C=C(C12)C1=NC=2OC[C@@H]3[C@@H](CCCN3C3=NC(=NC(=C1F)C32)O)O)O)F (6r,7r)-12-(8-ethynyl-7-fluoro-3-hydroxy-1-naphthyl)-13-fluoro-9-oxa-2,11,15,17-tetraazatetracyclo[8.7.1.02,7.014,18]octadeca-1(17),10(18),11,13,15-pentaene-6,16-diol